phenol, pyridinium salt [NH+]1=CC=CC=C1.C1(=CC=CC=C1)O